tert-butyl 4-(4-((3-(2,6-bis(benzyloxy)pyridin-3-yl)-1-methyl-1H-indazol-6-yl)oxy)butyl)piperidine-1-carboxylate C(C1=CC=CC=C1)OC1=NC(=CC=C1C1=NN(C2=CC(=CC=C12)OCCCCC1CCN(CC1)C(=O)OC(C)(C)C)C)OCC1=CC=CC=C1